NCCCC(=O)O.CC=1NC(C(=C2CCCCC12)CNC(=O)C=1OC(=CC1)C(F)(F)F)=O N-((1-methyl-3-oxo-2,3,5,6,7,8-hexahydroisoquinolin-4-yl)methyl)-5-(trifluoromethyl)furan-2-carboxamide γ-aminobutyrate